C1(CC1)S(=O)(=O)NC=1SC=C(N1)C(CC)(CC)NC(C1=CC=C(C=C1)C=1C=NC=CC1)=O N-(3-(2-(cyclopropanesulfonamido)thiazol-4-yl)pentan-3-yl)-4-(pyridin-3-yl)benzamide